2,6-di-tert-butyl-alpha-methoxy-para-cresol C(C)(C)(C)C1=CC(=CC(=C1O)C(C)(C)C)COC